2-{2-[(2-Methoxyethyl)amino]-7-oxo-4-(propan-2-yl)-6H,7H-thieno[2,3-d]pyridazin-6-yl}-N-(pyrimidin-2-yl)acetamide COCCNC1=CC2=C(C(N(N=C2C(C)C)CC(=O)NC2=NC=CC=N2)=O)S1